ClC1=C2CCN(C(C2=CC(=C1C(=O)N[C@H](C(=O)OCC1=CC=CC=C1)CNC(=O)N[C@@H]1CCC2=CC=CC=C12)Cl)=O)CC1=CC(=CC=C1)Cl (S)-benzyl 2-(5,7-dichloro-2-(3-chlorobenzyl)-1-oxo-1,2,3,4-tetrahydroisoquinoline-6-carboxamido)-3-(3-((R)-2,3-dihydro-1H-inden-1-yl)ureido)propanoate